C(C1=CC=CC=C1)OC=1C=CC(=C(C1)C#CC1CCS(CC1)(=O)=O)Br 4-[2-(5-benzyloxy-2-bromo-phenyl)ethynyl]thiane 1,1-dioxide